(S)-2-((((9H-Fluoren-9-yl)methoxy)carbonyl)amino)-3-(3-(tert-butoxycarbonyl)bicyclo[1.1.1]pentan-1-yl)propanoic acid C1=CC=CC=2C3=CC=CC=C3C(C12)COC(=O)N[C@H](C(=O)O)CC12CC(C1)(C2)C(=O)OC(C)(C)C